2-[2-[[4-[5-(difluoromethyl)-1,3,4-oxadiazol-2-yl]-2-fluorophenyl]methyl]tetrazol-5-yl]pyrimidin-5-amine FC(C1=NN=C(O1)C1=CC(=C(C=C1)CN1N=C(N=N1)C1=NC=C(C=N1)N)F)F